N-(2,6-Dioxopiperidin-3-yl)-4-(piperazin-1-yl)benzamide O=C1NC(CCC1NC(C1=CC=C(C=C1)N1CCNCC1)=O)=O